(1R,3S,5R)-2-(2-(3-acetyl-5-(2-methylpyrimidin-5-yl)-1H-indazol-1-yl)acetyl)-N-(4-((benzyloxy)methyl)-6-bromopyridin-2-yl)-5-methyl-2-azabicyclo[3.1.0]hexane-3-carboxamide C(C)(=O)C1=NN(C2=CC=C(C=C12)C=1C=NC(=NC1)C)CC(=O)N1[C@@H]2C[C@@]2(C[C@H]1C(=O)NC1=NC(=CC(=C1)COCC1=CC=CC=C1)Br)C